N-[3-fluoro-4-({6-methoxy-7-[3-(4-oxopiperidin-1-yl)propoxy]quinolin-4-yl}oxy)phenyl]-5-(4-fluorophenyl)-6-oxo-2,3,5,6-tetrahydrofuro[3,2-c]pyridine-7-carboxamide FC=1C=C(C=CC1OC1=CC=NC2=CC(=C(C=C12)OC)OCCCN1CCC(CC1)=O)NC(=O)C1=C2C(=CN(C1=O)C1=CC=C(C=C1)F)CCO2